O[C@H](C(=O)N)C[C@H]1CCC2=C1C1=C(N=CN=C1O[C@@H]1CC[C@H](CC1)N1CCOCC1)S2 (S)-2-Hydroxy-3-((R)-4-((trans-4-morpholinocyclohexyl)oxy)-6,7-dihydro-5H-cyclopenta[4,5]thieno[2,3-d]pyrimidin-5-yl)propanamide